N1=CN=C2N=CNC2=C1N 7H-ADENINE